NC1=NC=2C(=CC=CC2C=2N1C=C(N2)C(=O)NCC2=C(C=CC=C2)CN2CCOCC2)F 5-amino-7-fluoro-N-(2-(morpholinomethyl)benzyl)imidazo[1,2-c]quinazoline-2-carboxamide